N1(C=NC=C1)C1=NC=CC=C1 (1H-imidazol-1-yl)pyridin